BrC=1C=C2C(=NC1)[C@@H](CC2)NC(CN2C(NC1=CC=C(C(=C1C2)F)F)=O)=O N-[(7R)-3-bromo-5H,6H,7H-cyclopenta[b]pyridin-7-yl]-2-(5,6-difluoro-2-oxo-1,4-dihydroquinazolin-3-yl)acetamide